N[C@H](C(=O)N[C@H](C(=O)OCC)CC1=CC=C(C=C1)F)CC1=CC=C(C=C1)N(CCCl)CCCl Ethyl (2S)-2-[[(2S)-2-amino-3-[4-[bis(2-chloroethyl)amino] phenyl] propanoyl] amino]-3-(4-fluorophenyl)propanoate